(2R,4S)-N-((2S)-1-((2-amino-3-methyl-6,7-dihydro-5H-cyclopenta[b]pyridin-5-yl)amino)-1-oxopropan-2-yl)-4-(4-fluorophenyl)piperidine-2-carboxamide NC1=C(C=C2C(=N1)CCC2NC([C@H](C)NC(=O)[C@@H]2NCC[C@@H](C2)C2=CC=C(C=C2)F)=O)C